(R)-6-(2-acetylamino-8H-indeno[1,2-d]thiazol-5-yl)-N-(4-(chlorodifluoromethoxy)phenyl)-4-methyl-3,4-dihydro-1H-benzo[4,5]imidazo[2,1-c][1,4]oxazine-8-carboxamide C(C)(=O)NC=1SC2=C(N1)C=1C=C(C=CC1C2)C2=CC(=CC=1N=C3COC[C@H](N3C12)C)C(=O)NC1=CC=C(C=C1)OC(F)(F)Cl